BrC=1C=C(C=CC1F)N(C(CC(=O)OC)=C=O)C=1C(=NC=CC1C)C(C)C methyl 3-((3-bromo-4-fluorophenyl) (2-isopropyl-4-methylpyridin-3-yl) amino)-3-carbonylpropionate